ClC1=CC=C(C=C1)C=1C(=CC=CC1)C(=O)N1CCN(CC1)CC=1C=C2CN(C(C2=C(C1)F)=O)C1C(NC(CC1)=O)=O 3-(5-((4-(4'-chloro-[1,1'-biphenyl]-2-carbonyl)piperazin-1-yl)methyl)-7-fluoro-1-oxoisoindolin-2-yl)piperidine-2,6-dione